2-hydroxy-4-methylpentan-1-one OC(C=O)CC(C)C